C(C)(C)[Si](C(C)C)(C(C)C)C#CC1=CC=C(C=C1)O 4-((triisopropylsilyl)ethynyl)phenol